ClC1=C(C(=O)OCC(C(=O)OCC)Cl)C=C(C(=C1)F)N1C(N(C(N(C1=O)C)=S)C)=O (2-chloro-3-ethoxy-3-oxo-propyl) 2-chloro-5-(3,5-dimethyl-2,6-dioxo-4-thioxo-1,3,5-triazin-1-yl)-4-fluoro-benzoate